BrC1=C(C=2C=CC=NC2C(=C1)Br)N 6,8-dibromoquinolin-5-amine